2-[[3-(1-acetylazetidin-3-yl)oxy-1-methyl-pyrazol-4-yl]amino]-7-[(3R,4R)-4-methyltetrahydrofuran-3-yl]pyrrolo[2,3-d]pyrimidine-6-carbonitrile C(C)(=O)N1CC(C1)OC1=NN(C=C1NC=1N=CC2=C(N1)N(C(=C2)C#N)[C@H]2COC[C@@H]2C)C